N[C@H](C(=O)O)CC=1C=CC=C2C=CNC12 (S)-2-amino-3-(1H-indol-7-yl)propanoic acid